N-(3-(dimethylamino)propyl)-5-(8-hydroxyquinolin-6-yl)thiazole-2-carboxamide CN(CCCNC(=O)C=1SC(=CN1)C=1C=C2C=CC=NC2=C(C1)O)C